CCON 2-ethoxy-amine